P(=O)(OC[N+]1=C(C(=CC=C1)C1=CC(=NO1)CC1=CC=C(C=C1)CNC1=CC(=CC=C1)F)N)(O)[O-] (2-amino-3-(3-(4-(((3-fluorophenyl)amino)methyl)benzyl) isoxazol-5-yl)pyridin-1-ium-1-yl)methyl hydrogen phosphate